O1CC12COCCC2 1,5-dioxaspiro[2.5]octane